pyrrolidin-1-yl-(1-(4-(1-(tetrahydro-2H-pyran-2-yl)-1H-pyrazol-4-yl)phenyl)piperidin-4-yl)methanone N1(CCCC1)C(=O)C1CCN(CC1)C1=CC=C(C=C1)C=1C=NN(C1)C1OCCCC1